{(4S)-8-fluoro-2-[4-(3-methoxyphenyl)piperazin-1-yl]-3-[2-methoxy-5-(trifluoromethyl)phenyl]-3,4-dihydro-quinazolin-4-yl}acetate FC=1C=CC=C2[C@@H](N(C(=NC12)N1CCN(CC1)C1=CC(=CC=C1)OC)C1=C(C=CC(=C1)C(F)(F)F)OC)CC(=O)[O-]